FC1=C(C(=CC(=C1)N1CC2(CC1)CCNCC2)F)C2C(NC(CC2)=O)=O 3-(2,6-Difluoro-4-(2,8-diazaspiro[4.5]decan-2-yl)phenyl)piperidine-2,6-dione